C(C)(=O)OCS\C(\NC1=C(C=CC(=C1)C)C(C)C)=N/C(NC1=CC=C(C=C1)C1=NN(C(=C1C)NC(C1=CC=C(C=C1)C(F)(F)F)=O)C)=O [(Z)-N'-[[4-[1,4-dimethyl-5-[[4-(trifluoromethyl)benzoyl]amino]pyrazol-3-yl]phenyl] carbamoyl]-N-(2-isopropyl-5-methyl-phenyl)carbamimidoyl]sulfanylmethyl acetate